ClC1=CC(=C(C2=CC=CC=C12)OC1CNCCC1)C1=C2C(=NC=C1)C=C(S2)CN2C(C1C(C1C2=O)(C)C)=O 3-((7-(4-chloro-1-(piperidin-3-yloxy)naphthalen-2-yl)thieno[3,2-b]pyridin-2-yl)methyl)-6,6-dimethyl-3-azabicyclo[3.1.0]hexane-2,4-dione